BrC1=CC=C(C=C1)C(C)(C)C=1N=C(SC1)NC(=O)NCC1=C(C=C(C=C1)N1CCNCC1)C 1-(4-(2-(4-bromophenyl)-propan-2-yl)thiazol-2-yl)-3-(2-methyl-4-(piperazin-1-yl)benzyl)urea